(E)-2-cyano-3-(6-(piperidin-1-yl)naphthalen-2-yl)-N-((1-(((2R,3S,4S,5R,6S)-3,4,5-trihydroxy-6-methoxytetrahydro-2H-pyran-2-yl)methyl)-1H-1,2,3-triazol-4-yl)methyl)acrylamide C(#N)/C(/C(=O)NCC=1N=NN(C1)C[C@H]1O[C@@H]([C@@H]([C@H]([C@@H]1O)O)O)OC)=C\C1=CC2=CC=C(C=C2C=C1)N1CCCCC1